FC(C1=NC2=C(N1)C=CC=1C(C=C(OC12)C1=CC=C(C#N)C=C1)=O)F 4-(2-(difluoromethyl)-6-oxo-3,6-dihydrochromeno[7,8-d]imidazol-8-yl)benzonitrile